(1R,2S,5S)-3-(6,7-dimethyl-1H-indole-2-carbonyl)-6,6-dimethyl-N-((S)-1-oxo-3-((S)-2-oxopyrrolidin-3-yl)propan-2-yl)-3-azabicyclo[3.1.0]hexane-2-carboxamide CC1=CC=C2C=C(NC2=C1C)C(=O)N1[C@@H]([C@H]2C([C@H]2C1)(C)C)C(=O)N[C@H](C=O)C[C@H]1C(NCC1)=O